BrC1=C(C=C2C=C(N=CC2=C1)OCCCC(F)(F)F)C(F)(F)P(O)(O)=O ((7-bromo-3-(4,4,4-trifluorobutoxy)isoquinolin-6-yl)difluoromethyl)phosphonic acid